O[C@@]1(C(N(CC1)C)=O)C1=CC(=NO1)C1=NC(=CC=C1)C1=NC(=NC=C1)NC=1C=NC(=NC1)OC (R)-3-Hydroxy-3-(3-(6-(2-((2-methoxypyrimidin-5-yl)amino)pyrimidin-4-yl)pyridin-2-yl)isoxazol-5-yl)-1-methylpyrrolidin-2-one